FC1([C@@H]([C@@H](N(C1)C(=O)C1OCC1)CC=1C(=C(C=CC1)C1=C(C(=CC=C1)F)F)F)NS(=O)(=O)C1CC1)F N-{(2S,3R)-4,4-difluoro-1-(oxetane-2-carbonyl)-2-[(2,2',3'-trifluoro[1,1'-biphenyl]-3-yl)methyl]pyrrolidin-3-yl}-cyclopropanesulfonamide